IC1=C(C=CC=C1)I Diiodobenzol